ClC=1C=C(C=CC1)C=1C=C(N2N=CN(C(C21)=O)CC(=O)OCC)I ethyl 2-[5-(3-chlorophenyl)-7-iodo-4-oxo-pyrrolo[2,1-f][1,2,4]triazin-3-yl]acetate